C(C)(C)C1=C(NC2=CC=C(C=C12)C1CN(C1)C(C)C)C=1C(=C(C=2N(C1)C=NN2)C)C 6-(3-isopropyl-5-(1-isopropylazetidin-3-yl)-1H-indol-2-yl)-7,8-dimethyl-[1,2,4]triazolo[4,3-a]pyridine